4-Azidopiperidine-1-carboxylic acid benzyl ester C(C1=CC=CC=C1)OC(=O)N1CCC(CC1)N=[N+]=[N-]